4-amino-6-(trifluoromethyl)pyridazine-3-carboxylic acid NC1=C(N=NC(=C1)C(F)(F)F)C(=O)O